NC1(CC(CC1)C1=CC=2CCC\C(\C2C=C1)=N/OCCC1=CC=CC=C1)C(=O)OCC (E)-ethyl 1-amino-3-(5-(phenethoxyimino)-5,6,7,8-tetrahydronaphthalen-2-yl)cyclopentanecarboxylate